C(C=C)(=O)N1[C@H](CN(CC1)C=1C2=C(N=C(N1)OC[C@H]1N(CCC1)C)C(=CN2C)CC2=CC(=CC1=CC=CC=C21)O)CC#N ((S)-1-propenoyl-4-(7-((3-hydroxynaphthalen-1-yl)methyl)-5-methyl-2-(((S)-1-methylpyrrolidin-2-yl)methoxy)-5H-pyrrolo[3,2-d]pyrimidin-4-yl)piperazin-2-yl)acetonitrile